CC=1C=C(C=C(C1)C)S(=O)(=O)C1=C(NC2=CC=CC=C12)C(=O)N 3-((3,5-dimethylphenyl)sulfonyl)-1H-indole-2-carboxamide